C(\C=C\C(=O)OCCC[Si](O[Si](C)(C)C)(C)C)(=O)OCCC[Si](O[Si](C)(C)C)(C)C bis(3-(pentamethyldisiloxanyl) propyl) fumarate